Cl.FC=1C=C(C=CC1OC1=CC=CC=C1)[C@H](C)N (S)-1-(3-fluoro-4-phenoxyphenyl)ethanamine hydrochloride